tert-butyl[3-(trifluoromethylpyrrolidine-3-yl)]carbamate CC(C)(C)OC(=O)NC1(CCNC1)C(F)(F)F